(S)-2-amino-3-(4-(trifluoromethyl)phenyl)propanoic acid N[C@H](C(=O)O)CC1=CC=C(C=C1)C(F)(F)F